3-(6-chloro-7-(2-fluoro-6-hydroxyphenyl)-2-oxo-4-(4-(2-propenoyl)-1-piperazinyl)-1(2H)-quinazolinyl)benzonitrile ClC=1C=C2C(=NC(N(C2=CC1C1=C(C=CC=C1O)F)C=1C=C(C#N)C=CC1)=O)N1CCN(CC1)C(C=C)=O